3-((tetrahydrofuran-3-yl)oxy)benzoic acid O1CC(CC1)OC=1C=C(C(=O)O)C=CC1